[Li+].C(#N)C=1[NH+]=C(NC1C#N)C(F)(F)F 4,5-dicyano-2-(trifluoromethyl)imidazolium Lithium